CC1=CC(=CS1)CC=1NC(=NN1)C=1C=C(OC=2C=C3C(=CN2)NC=C3)C=CC1 5-(3-(5-((5-methylthiophen-3-yl)methyl)-4H-1,2,4-triazol-3-yl)phenoxy)-1H-pyrrolo[2,3-c]pyridine